C(C1=CC=CC=C1)(=O)OCC1=CC2=C(N=C(N=C2)SC)C(=N1)Cl (8-chloro-2-(methylthio)pyrido[3,4-d]pyrimidin-6-yl)methyl benzoate